2-(1-(3-(3-Methoxy-4-((6-methoxypyridin-3-yl)methoxy)benzyl)-3H-imidazo[4,5-b]pyridin-6-yl)piperidin-4-yl)propan-2-amine COC=1C=C(CN2C=NC=3C2=NC=C(C3)N3CCC(CC3)C(C)(C)N)C=CC1OCC=1C=NC(=CC1)OC